5-(4-Fluoro-3-methoxyphenyl)-6-methoxypyridin FC1=C(C=C(C=C1)C=1C=CC=NC1OC)OC